6-[(5-oxopyrrolidin-3-yl)methoxy]benzonitrile O=C1CC(CN1)COC1=CC=CC=C1C#N